6-Fluoro-N-(2-((4R,5R)-1-methyl-7-oxa-1-azaspiro[4.4]nonan-4-yl)thieno[2,3-b]pyridin-4-yl)benzo[d]thiazol-5-amine FC1=CC2=C(N=CS2)C=C1NC1=C2C(=NC=C1)SC(=C2)[C@@H]2CCN([C@@]21COCC1)C